CN1C(C=C(C=C1)[Sn](CCCC)(CCCC)CCCC)=O 1-methyl-4-(tributylstannyl)pyridin-2(1H)-one